C1(CCC1)S(=O)(=O)C=1NC2=C(C=C(C(=C2C1)B1OC(C(O1)(C)C)(C)C)C(F)(F)F)F 2-(cyclobutylsulfonyl)-7-fluoro-4-(4,4,5,5-tetramethyl-1,3,2-dioxaborolan-2-yl)-5-(trifluoromethyl)-1H-indole